4-((8-methoxy-1,2,3,4-tetrahydro-5H-pyrido[3,2-b]indol-5-yl)methyl)benzenesulfonamide COC1=CC=2C3=C(N(C2C=C1)CC1=CC=C(C=C1)S(=O)(=O)N)CCCN3